6-ethylsulfonyl-4-iodopyridin-3-ol C(C)S(=O)(=O)C1=CC(=C(C=N1)O)I